ClC1=CC=C(C=C1)NC=1C=NC=CC1NC(=O)C=1N=NC(=CC1)N1CCOCC1 N-{3-[(4-Chlorophenyl)amino]pyridin-4-yl}-6-(morpholin-4-yl)pyridazine-3-carboxamide